The molecule is a cationic sphingoid that is the conjugate acid of phytosphingosine, obtained by protonation of the primary amino function; major species at pH 7.3. It is a conjugate acid of a phytosphingosine. CCCCCCCCCCCCCC[C@H]([C@H]([C@H](CO)[NH3+])O)O